1-o-tolyl-1H-1,2,3-triazole-4-formaldehyde C1(=C(C=CC=C1)N1N=NC(=C1)C=O)C